O=C1N(C2=CC=C(C=C2C12CCN(CC2)C(=O)OC(C)(C)C)B2OC(C(O2)(C)C)(C)C)COCC[Si](C)(C)C tert-butyl 2-oxo-5-(4,4,5,5-tetramethyl-1,3,2-dioxaborolan-2-yl)-1-{[2-(trimethylsilyl)ethoxy]methyl}-1,2-dihydrospiro[indole-3,4'-piperidine]-1'-carboxylate